5-(3-(2,3-difluorophenyl)-2-(hydroxymethyl)imidazo[1,2-a]pyridin-8-yl)-N-(4-fluorophenyl)-2-methylnicotinamide FC1=C(C=CC=C1F)C1=C(N=C2N1C=CC=C2C=2C=NC(=C(C(=O)NC1=CC=C(C=C1)F)C2)C)CO